COC1=CC(=C(C(=O)NN)C=C1)C(F)(F)F 4-Methoxy-2-(trifluoromethyl)benzoyl-hydrazine